ClC=1C=CC(=C(C1)O)C1=C2C(=C(N=N1)NC1=CN(OC=C1)C)C=NC=C2 5-chloro-2-{4-[(2-methyl-oxazin-4-yl)amino]pyrido[3,4-D]pyridazin-1-yl}phenol